N-[(1S)-5-{[5-fluoro-3-nitro-6-(pyrazol-1-yl)pyridin-2-yl]amino}-2,3-dihydro-1H-inden-1-yl]acetamide FC=1C=C(C(=NC1N1N=CC=C1)NC=1C=C2CC[C@@H](C2=CC1)NC(C)=O)[N+](=O)[O-]